NC1=NC(=NC(=N1)N)C=C 2,4-diamino-6-vinyl-1,3,5-triazine